tert-butyl 3-(1-cyclopropyl-3-formyl-4-oxo-1,4-dihydroquinolin-7-yl)morpholine-4-carboxylate C1(CC1)N1C=C(C(C2=CC=C(C=C12)C1N(CCOC1)C(=O)OC(C)(C)C)=O)C=O